C(=C=C)P(O)(O)=O allenylphosphonic acid